C(#N)C1=C(C=CC=C1)C1=C2CN(CC2=CC(=C1)NCC(CO)O)C#N 4-(2-cyanophenyl)-6-((2,3-dihydroxypropyl)amino)isoindoline-2-carbonitrile